FC(C=1OC(=NN1)C=1C=NC(=CC1)CN1N=NC(=C1)C1=C(C(=CC=C1)N1CCNCC1)F)F 2-(difluoromethyl)-5-(6-((4-(2-fluoro-3-(piperazin-1-yl)phenyl)-1H-1,2,3-triazol-1-yl)methyl)pyridin-3-yl)-1,3,4-oxadiazole